2-Ethyl-N-[3-fluoro-4-[(7-methoxy-1,5-naphthyridin-4-yl)oxy]phenyl]-5-(4-fluoro-2-methylphenyl)-4-hydroxy-6-methylpyridine-3-carboxamide C(C)C1=NC(=C(C(=C1C(=O)NC1=CC(=C(C=C1)OC1=CC=NC2=CC(=CN=C12)OC)F)O)C1=C(C=C(C=C1)F)C)C